7-cyclopropyl-2-(oxan-4-ylmethyl)-N-(3-sulfamoylphenyl)indazole-3-carboxamide C1(CC1)C1=CC=CC2=C(N(N=C12)CC1CCOCC1)C(=O)NC1=CC(=CC=C1)S(N)(=O)=O